2-[(3R)-3-[2-[2-fluoro-5-[(6-fluoro-4-methyl-1H-indol-5-yl)oxy]phenyl]-1H-imidazol-5-yl]-3-methyl-2H-benzofuran-7-yl]acetic acid FC1=C(C=C(C=C1)OC=1C(=C2C=CNC2=CC1F)C)C=1NC(=CN1)[C@@]1(COC2=C1C=CC=C2CC(=O)O)C